N1N=C(N=C1)O 1,2,4-triazolyl alcohol